rel-N-(4-methylisoquinolin-6-yl)-2-(4-(N-(pyridin-2-yl)sulfamoyl)phenyl)cyclopropane-1-carboxamide CC1=CN=CC2=CC=C(C=C12)NC(=O)C1C(C1)C1=CC=C(C=C1)S(NC1=NC=CC=C1)(=O)=O